2-[4-[(3S)-3-(5-acetamido-3-pyridinyl)isoxazolidine-2-carbonyl]-1-piperidinyl]pyrimidine-4-carboxamide C(C)(=O)NC=1C=C(C=NC1)[C@H]1N(OCC1)C(=O)C1CCN(CC1)C1=NC=CC(=N1)C(=O)N